5-hydroxy-2-(pyridin-4-ylmethyl)isoindolin-1-one OC=1C=C2CN(C(C2=CC1)=O)CC1=CC=NC=C1